3λ5,12λ5-diphosphatricyclo[13.3.0.06,10]octadecan C12C[PH3]CCC3CCCC3C[PH3]CCC2CCC1